CC(C1=CC=CC=C1)(C1NCCC1)O alpha-methyl-(pyrrolidin-2-yl)benzyl alcohol